1-octadecyl-2-(7Z,10Z,13Z,16Z-docosatetraenoyl)-glycero-3-phosphocholine CCCCCCCCCCCCCCCCCCOC[C@H](COP(=O)([O-])OCC[N+](C)(C)C)OC(=O)CCCCC/C=C\C/C=C\C/C=C\C/C=C\CCCCC